OC1=C(C=CC(=C1)O)N=NC1=CC=C(C=C1)S(=O)(=O)O p-(2,4-dihydroxyphenylazo)benzenesulfonic acid